3-Methoxy-5-vinylcatechol COC1=C(C(O)=CC(=C1)C=C)O